C(C)OC(C[C@H](C1=CC2=C(N(N=N2)C)C(=C1)OC)C1=C2CCN(CC2=CC=C1)C(C1=C(C=C(C=C1)C#N)Cl)=O)=O (R)-3-[2-(2-chloro-4-cyanobenzoyl)-1,2,3,4-tetrahydroisoquinolin-5-yl]-3-(7-methoxy-1-methyl-1H-benzo[d][1,2,3]triazol-5-yl)propionic acid ethyl ester